S1C=NC=C1C1=NC(=CC(=N1)C(=O)O)C1=CN=CS1 2,6-bis(thiazol-5-yl)pyrimidine-4-carboxylic acid